3-(benzyloxy)-4-bromothiophene C(C1=CC=CC=C1)OC1=CSC=C1Br